O[C@H]1C[C@H](CC1)C=1C(=C(N(N1)C(C)(C)C)NC(=O)OC)I |r| methyl racemic-cis-{[5-(3-hydroxycyclopentyl)-4-iodo-2-(2-methylpropan-2-yl) pyrazol-3-yl] amino}carboxylate